N3-(5-amino-2-methylpyridin-3-yl)-1-methyl-N6-(1-methyl-1H-pyrazol-4-yl)-1H-pyrazolo[3,4-d]pyrimidine-3,6-diamine hydrochloride Cl.NC=1C=C(C(=NC1)C)NC1=NN(C2=NC(=NC=C21)NC=2C=NN(C2)C)C